methyl (perfluoro-n-butyl) sulfide FC(C(C(C(F)(F)F)(F)F)(F)F)(F)SC